Cl[Al](CC(C)C)CC(C)C mono-chlorodiisobutylaluminum